N-(4,6-diamino-2-(1-(2-fluorobenzyl)-1H-pyrazolo[3,4-c]pyridazin-3-yl)pyrimidin-5-yl)-3-methyloxetane-3-carboxamide NC1=NC(=NC(=C1NC(=O)C1(COC1)C)N)C1=NN(C2=NN=CC=C21)CC2=C(C=CC=C2)F